FC(C1=CN=CC(=N1)N)(F)F 6-(trifluoromethyl)pyrazin-2-amine